NC1=C(C=CC(=C1)NCCO)OC 2-amino-4-(β-hydroxyethylamino)-1-methoxybenzene